CC=1C=CC=C2C=NN(C12)C1CC(C1)N(C(O)=O)CC=1C(=C2C(N(CC2=CC1)[C@@H]1C(NC(CC1)=O)=O)=O)F.F[C@@H](C)C1NC(OC1)=O 4-((S)-1-fluoroethyl)oxazolidin-2-one (1s,3s)-3-(7-methyl-1H-indazol-1-yl)cyclobutyl-((2-(2,6-dioxopiperidin-3-yl)-4-fluoro-3-oxoisoindolin-5-yl)methyl)carbamate